1-(5-(4-(benzyloxy)benzyl)-6-methoxy-[1,1'-biphenyl]-3-yl)-N-(3-(1,1-difluoroethyl)phenyl)-3-methyl-5-oxo-4,5-dihydro-1H-pyrazole-4-carboxamide C(C1=CC=CC=C1)OC1=CC=C(CC=2C=C(C=C(C2OC)C2=CC=CC=C2)N2N=C(C(C2=O)C(=O)NC2=CC(=CC=C2)C(C)(F)F)C)C=C1